2-((2-(1-(tert-butyl)-1H-pyrazol-4-yl)-1H-indol-5-yl)thio)-2-methylpropanoic acid C(C)(C)(C)N1N=CC(=C1)C=1NC2=CC=C(C=C2C1)SC(C(=O)O)(C)C